4-mercaptophenyl-benzamide SC1=CC=C(C=C1)C1=C(C(=O)N)C=CC=C1